OC1=C(C=C(C#N)C=C1)C(F)(F)F 4-hydroxy-3-(trifluoromethyl)benzonitrile